(3R)-3-methyl-4-(6-methyl-7-(methylsulfonyl)-2-(1H-pyrazol-3-yl)-6,7,8,9-tetrahydro-2H-1,2,3,7-tetraazabenzo[cd]azulen-4-yl)morpholine C[C@H]1N(CCOC1)C=1C=C2C3=C(N(N=C3CCN(C2C)S(=O)(=O)C)C2=NNC=C2)N1